4-benzyl-1-((3,4-difluorophenyl)sulfonyl)-6-methoxy-1,2,3,4-tetrahydroquinoxaline C(C1=CC=CC=C1)N1CCN(C2=CC=C(C=C12)OC)S(=O)(=O)C1=CC(=C(C=C1)F)F